BrC1=C(C=NC(=C1)F)\C=N\[S@@](=O)C(C)(C)C (S,E)-N-((4-bromo-6-fluoropyridin-3-yl)methylene)-2-methylpropane-2-sulfinamide